C(CCC)C1=CC=2C3(C4=CC(=C(C=C4OC2C=C1N(CC)CC)N(CC)CC)CCCC)N(C(C1=CC=CC=C13)=O)NC(OC(C)(C)C)=O tert-butyl (2',7'-dibutyl-3',6'-bis(diethylamino)-3-oxospiro[isoindoline-1,9'-xanthen]-2-yl)carbamate